O1C(CCCC1)ONC(=O)CCCCCCC(=O)N1CCN(CC1)C1=CC=C(C=C1)C#CC=1C=CC(=NC1)/C=C/C(=O)OC methyl (2E)-3-(5-{2-[4-(4-{7-[(oxan-2-yloxy)carbamoyl] heptanoyl} piperazin-1-yl)phenyl]ethynyl}pyridin-2-yl)prop-2-enoate